methyl (6-hydroxy-10-(4-methoxyphenoxy)-[1,2,4]triazolo[5,1-a]isoquinoline-5-carbonyl)glycinate OC1=C(N2C(C3=C(C=CC=C13)OC1=CC=C(C=C1)OC)=NC=N2)C(=O)NCC(=O)OC